[N+](=O)([O-])C1=C(C=CC=C1)N=NC1=C(C=CC(=C1)C)O 2-nitro-2'-hydroxy-5'-methylazobenzene